3-(2-(dimethylamino)ethyl)-1-(4-(pyridin-3-yl)thiazol-2-yl)-1-(3-(trifluoromethyl)phenyl)urea CN(CCNC(N(C1=CC(=CC=C1)C(F)(F)F)C=1SC=C(N1)C=1C=NC=CC1)=O)C